tert-butyl 2-((3-(1-(4-butoxyphenyl)cyclopropyl)-1,2,4-oxadiazol-5-yl)methyl)acrylate C(CCC)OC1=CC=C(C=C1)C1(CC1)C1=NOC(=N1)CC(C(=O)OC(C)(C)C)=C